N[C@H](C(=O)O)CCC(C)(C)C (S)-2-amino-5,5-dimethyl-caproic acid